ClC1=C(C=C2C(N(CN(C2=C1)C1=C(C=C(C=C1)F)C)C1=C(N(C(C=C1)=O)CCl)C)=O)F 7-Chloro-3-(1-(chloromethyl)-2-methyl-6-oxo-1,6-dihydropyridin-3-yl)-6-fluoro-1-(4-fluoro-2-methylphenyl)-2,3-dihydroquinazolin-4(1H)-one